C(C)OC(CNC=1N=[N+](C2=C(N1)C=CC=C2)[O-])=O ((2-ethoxy-2-oxoethyl)amino)benzo[e][1,2,4]triazine-1-oxide